4-(((6-chloronaphthalen-2-yl)thio)methyl)-1H-1,2,3-triazole-5-carboxylic acid ClC=1C=C2C=CC(=CC2=CC1)SCC=1N=NNC1C(=O)O